1,5-diazaanthracen N1=CC=CC2=CC3=NC=CC=C3C=C12